(1R,2S)-2-{3-[(2,5-dimethylpyrazol-3-yl)amino]-1H-indazol-6-yl}-5'-methoxy-1'H-spiro[cyclopropane-1,3'-indol]-2'-one CN1N=C(C=C1NC1=NNC2=CC(=CC=C12)[C@@H]1C[C@@]12C(NC1=CC=C(C=C21)OC)=O)C